N-benzyl-2'-(quinolin-3-yl)-5',6'-dihydrospiro[azetidine-3,4'-pyrrolo[1,2-b]pyrazole]-1-carboxamide C(C1=CC=CC=C1)NC(=O)N1CC2(CCN3N=C(C=C32)C=3C=NC2=CC=CC=C2C3)C1